BrCC(=O)C1=C(C=C(C=N1)C(C#N)(C)C)SCC 2-[6-(2-bromoacetyl)-5-ethylthio-3-pyridyl]-2-methyl-propionitrile